CC1=C(C(=CC(=C1)OC)C)B(O)O 2,6-Dimethyl-4-methoxyphenylboronic acid